ClC1=CC=C(C(=N1)C=1C=CC2=C(COB2O)C1)NC(C)C=1C=C(C=C2C(C(=C(OC12)C(C)C)C)=O)C 8-[1-[[6-chloro-2-(1-hydroxy-3H-2,1-benzoxaborol-5-yl)-3-pyridyl]amino]ethyl]-2-isopropyl-3,6-dimethyl-chromen-4-one